ClC1=NC=CC(=C1CCl)CCl 2-chloro-3,4-bis(chloromethyl)pyridine